(2R)-N-[5-(4-cyanophenoxy)thiazol-2-yl]-1-methyl-pyrrolidine-2-carboxamide C(#N)C1=CC=C(OC2=CN=C(S2)NC(=O)[C@@H]2N(CCC2)C)C=C1